FC1=C(C=CC(=C1)C)[C@H](C)NC(CN1N=C(C2=C(C1=O)C=NN2C(C)C)C)=O (S)-N-(1-(2-fluoro-4-methylphenyl)ethyl)-2-(1-isopropyl-7-methyl-4-oxo-1,4-dihydro-5H-pyrazolo[3,4-d]pyridazin-5-yl)acetamide